CN1C(C=C(C=C1)C1=NC(=CC(=C1)C(=O)O)C)=O 1',6-dimethyl-2'-oxo-[2,4'-bipyridine]-4-carboxylic acid